ClC1=C(C=CC=2C(=C3N(C12)CCN(C3)C(CC3CN(CCO3)C(=O)OC(C)(C)C)=O)C=3C=NNC3)Cl tert-butyl 2-[2-[6,7-dichloro-10-(1H-pyrazol-4-yl)-3,4-dihydro-1H-pyrazino[1,2-a]indol-2-yl]-2-oxo-ethyl]morpholine-4-carboxylate